BrC=1C(=C(C=C(C1)C)NC(OC(C)(C)C)=O)F tert-butyl (3-bromo-2-fluoro-5-methylphenyl)carbamate